tert-butyl 3-(7-bromo-2-(((S)-1-(3-(3-(tert-butoxy)-3-oxopropoxy)propyl)azetidin-2-yl)methoxy)-6-chloro-8-fluoroquinazolin-4-yl)-3,8-diazabicyclo[3.2.1]octane-8-carboxylate BrC1=C(C=C2C(=NC(=NC2=C1F)OC[C@H]1N(CC1)CCCOCCC(=O)OC(C)(C)C)N1CC2CCC(C1)N2C(=O)OC(C)(C)C)Cl